N-(t-butoxycarbonyl)propargylamine C(C)(C)(C)OC(=O)NCC#C